3-methylchalcone CC=1C=C(C=CC1)\C=C\C(=O)C1=CC=CC=C1